1-(4-Hydroxybut-2-en-1-yl)-N-(2-hydroxyethyl)-1H-pyrazole-4-carboxamide OCC=CCN1N=CC(=C1)C(=O)NCCO